4-[3-[2-(Dimethylamino)ethyl]-2-oxo-1,3-benzoxazol-6-yl]-2,2-dimethyl-N-(4-phenylbutyl)piperidine-1-carboxamide CN(CCN1C(OC2=C1C=CC(=C2)C2CC(N(CC2)C(=O)NCCCCC2=CC=CC=C2)(C)C)=O)C